(S)-2-amino-N-(3-(7-ethyl-7-hydroxy-8,11-dioxo-7,8,11,13-tetrahydro-10H-[1,3]dioxolano[4,5-g]pyrano[3',4':6,7]indolizino[1,2-B]quinolin-14-yl)phenyl)acetamide NCC(=O)NC1=CC(=CC=C1)C1=C2C(=NC=3C=C4C(=CC13)OCO4)C4=CC1=C(C(N4C2)=O)COC([C@]1(O)CC)=O